CC(CCCCCCCCCC)CCCCCC(CCCCCCCCCCCC)C 11,17-dimethyl-nonacosane